2-(5-(7,8-dimethyl-[1,2,4]triazolo[1,5-a]pyridin-6-yl)-4-(2,2,2-trifluoroethyl)-1H-pyrazol-3-yl)-5-(1-isopropylpiperidin-4-yl)-4-methylthiazole CC1=C(C=2N(C=C1C1=C(C(=NN1)C=1SC(=C(N1)C)C1CCN(CC1)C(C)C)CC(F)(F)F)N=CN2)C